methyl (S)-2-(2-fluoro-6-methyl-4-((R)-3-(trifluoromethyl)morpholino) benzamido)-3-(5-(1-methyl-2,4-dioxo-1,4-dihydropyrido[3,4-d]pyrimidin-3(2H)-yl)pyridin-2-yl)propanoate FC1=C(C(=O)N[C@H](C(=O)OC)CC2=NC=C(C=C2)N2C(N(C3=C(C2=O)C=CN=C3)C)=O)C(=CC(=C1)N1[C@H](COCC1)C(F)(F)F)C